CNC(=S)NNC(=O)C1(CC(C1)C)C=1SC=CC1 1-methyl-3-[[3-methyl-1-(2-thienyl)cyclobutanecarbonyl]amino]thiourea